C(#N)\C(=C/C1=CC=CC=C1)\C1=CC=C(C=C1)C(CN)(C)C (Z)-2-(4-(1-cyano-2-phenylvinyl)phenyl)-N-isobutylamine